C(C)(C)N(CCC1=CNC2=CC3=C(C=C12)OCO3)C N-Isopropyl-N-methyl-5,6-methylenedioxy-tryptamine